2-methoxy-2-methyl-1,3-dioxolane COC1(OCCO1)C